CC(C)(OC(NCCOCCOCCC(=O)O)=O)C 2,2-dimethyl-4-oxo-3,8,11-trioxa-5-azatetradecane-14-oic acid